4-chloro-N-(2-methylbut-3-yn-2-yl)benzamide ClC1=CC=C(C(=O)NC(C)(C#C)C)C=C1